C1(CC1)C1=CC=C(C=2C=CC(=NC12)C12CCC(CC1)(CC2)OCC=2C(=NOC2C2CC2)C2=C(C=NC=C2Cl)Cl)C(=O)O 8-cyclopropyl-2-(4-((5-cyclopropyl-3-(3,5-dichloropyridin-4-yl)isoxazol-4-yl)methoxy)bicyclo[2.2.2]oct-1-yl)quinoline-5-carboxylic acid